N1=C(C=CC=C1)C=1C=C2C[C@@H](CC2=CC1)C(=O)N1CCC2=CC=C(C=C12)S(=O)(=O)N (R)-1-(5-(pyridin-2-yl)-2,3-dihydro-1H-indene-2-carbonyl)indoline-6-sulfonamide